O=C1NC(CCC1N1CC2=CC=C(C=C2C1)NC1CC(C1)OC1=CC=C(C=C1)C1(CC1)C1=CC=C(C=C1)OC=1N=NC(=CC1)C1=NOC(=N1)C)=O 2-(2,6-dioxopiperidin-3-yl)-5-(((1r,3r)-3-(4-(1-(4-((6-(5-Methyl-1,2,4-oxadiazol-3-yl)pyridazin-3-yl)oxy)phenyl)cyclopropyl)phenoxy)cyclobutyl)amino)isoindoline